methyl 3-(4-methyl-6-(pent-4-en-1-yloxy)pyridin-3-yl)-3-(1,2,3,4-tetrahydroisoquinolin-7-yl)propanoate dihydrochloride Cl.Cl.CC1=C(C=NC(=C1)OCCCC=C)C(CC(=O)OC)C1=CC=C2CCNCC2=C1